borane 2-(((2-(diphenylphosphino)ethoxy)carbonyl)(methyl)amino)-3-(((methyl(4-nitrophenyl)carbamoyl)oxy)methyl)benzyl-(4-nitrophenyl)-λ2-azanecarboxylate C1(=CC=CC=C1)P(CCOC(=O)N(C1=C(CC2=C(C=CC(=C2)[N+](=O)[O-])[N]C(=O)O)C=CC=C1COC(N(C1=CC=C(C=C1)[N+](=O)[O-])C)=O)C)C1=CC=CC=C1.B